CN1C(NC2=NC=NC=C12)=O 7-methyl-7,9-dihydro-8H-purin-8-one